(E)-2-benzylidene-1-(4-chlorophenyl)-4-phenylbut-3-yn-1-one C(/C1=CC=CC=C1)=C(\C(=O)C1=CC=C(C=C1)Cl)/C#CC1=CC=CC=C1